OC[C@H]1OC[C@@H]([C@H]([C@H]1O)O)NC1=NC(=NS1)C1=CC=NC=C1 (2R,3R,4R,5S)-2-(hydroxymethyl)-5-((3-(pyridin-4-yl)-1,2,4-thiadiazol-5-yl)amino)tetrahydro-2H-pyran-3,4-diol